1-((1-(methylsulfonyl)cyclopropyl)methyl)-3-morpholinyl-5,6-dihydropyridin-2(1H)-one CS(=O)(=O)C1(CC1)CN1C(C(=CCC1)N1CCOCC1)=O